8-(tert-butyl) 2,3-dimethyl (Z)-11,12-dihydrodibenzo[c,g][1,2]diazocine-2,3,8-tricarboxylate C1=C(C(=CC=2\N=N/C3=C(CCC21)C=CC(=C3)C(=O)OC(C)(C)C)C(=O)OC)C(=O)OC